methyl 4-[(3-oxo-8-azabicyclo[3.2.1]oct-8-yl)methyl]benzoate O=C1CC2CCC(C1)N2CC2=CC=C(C(=O)OC)C=C2